C(C)(=O)C(=CC1=CC=C(C(=O)O)C=C1)C(C)=O 4-(2-acetyl-3-oxobut-1-en-1-yl)benzoic acid